diisobutyl 2,3-dibenzylsuccinate C(C1=CC=CC=C1)C(C(=O)OCC(C)C)C(C(=O)OCC(C)C)CC1=CC=CC=C1